CC1=C(C=NC(=C1)N1C([C@@H]2C[C@@H]2C1)=O)[C@H](C)N1N=NC(=C1)C(=O)N |o1:14| 1-((S or R)-1-(4-methyl-6-((1R,5S)-2-oxo-3-azabicyclo[3.1.0]hexan-3-yl)pyridin-3-yl)ethyl)-1H-1,2,3-triazole-4-carboxamide